9-methoxy-5,11-dimethyl-6-(4-(2-(pyrrolidine-1-yl)ethoxy)benzyl)-6H-pyrido[4,3-b]carbazole COC1=CC=2C=3C(=C4C(=C(C3N(C2C=C1)CC1=CC=C(C=C1)OCCN1CCCC1)C)C=CN=C4)C